tert-butyl ((1S)-2-((2-(2,6-dioxo-1-((2-(trimethylsilyl)ethoxy)methyl)piperidin-3-yl)-1-oxoisoindolin-5-yl)oxy)-2,3-dihydro-1H-inden-1-yl)carbamate O=C1N(C(CCC1N1C(C2=CC=C(C=C2C1)OC1[C@H](C2=CC=CC=C2C1)NC(OC(C)(C)C)=O)=O)=O)COCC[Si](C)(C)C